2-amino-N-methyl-1,3-benzothiazole-5-carboxamide NC=1SC2=C(N1)C=C(C=C2)C(=O)NC